O=C1NC(CCC1N1C(C2=CC=C(C(=C2C1)O)CNC(NC1=C2C=CC=C(C2=CC=C1)CCOCCNC(OC(C)(C)C)=O)=O)=O)=O tert-butyl (2-(2-(5-(3-((2-(2,6-dioxopiperidin-3-yl)-4-hydroxy-1-oxoisoindolin-5-yl)methyl)ureido)naphthalen-1-yl)ethoxy) ethyl)carbamate